C(C=C)(=O)O.C(C=C)(=O)O.[SiH3]O[SiH3] disiloxane diacrylate